NC1=C2N=CN(C2=NC=N1)[C@H]1C(=C[C@H](O1)OCP(OCC)(O)=O)F Ethyl hydrogen ((((2R,5R)-5-(6-amino-9H-purin-9-yl)-4-fluoro-2,5-dihydrofuran-2-yl)oxy)methyl)phosphonate